(3S,4S)-3-methoxy-1-[(8S)-6-(1,6-dimethylpyrazolo[3,4-b]pyridin-4-yl)-8-methyl-7,8-dihydro-5H-1,6-naphthyridin-2-yl]piperidin-4-amine CO[C@H]1CN(CC[C@@H]1N)C1=NC=2[C@H](CN(CC2C=C1)C1=C2C(=NC(=C1)C)N(N=C2)C)C